4-chloro-7-methyl-6,8-dihydro-5H-1,7-naphthyridine-3-carboxylic acid methyl ester COC(=O)C=1C=NC=2CN(CCC2C1Cl)C